COC1=CC=C(CSC(C)(C)N2CCNCC2)C=C1 (2-((4-methoxybenzyl)thio)propan-2-yl)piperazine